CNC(CC(C1=CC(=CC=C1)C(F)(F)F)NC1=NC2=C(N1)C=CC(=C2)OC(F)(F)F)=O n-methyl-3-{[5-(trifluoromethoxy)-1H-1,3-benzodiazol-2-yl]amino}-3-[3-(trifluoromethyl)phenyl]propanamide